Br.NC1=NC(=NC=C1O)C 4-amino-2-methylpyrimidin-5-ol Hydrobromide